Cl.N[C@@H](CCCCN)C(=O)O L(+)-lysine hydrochloride